ClC1=NC=C(C(=N1)N[C@@H]1COCC[C@H]1C#N)Cl (trans)-3-[(2,5-dichloropyrimidin-4-yl)amino]tetrahydropyran-4-carbonitrile